Fluoropicolinic acid FC=1C(=NC=CC1)C(=O)O